[C].O=C[C@H](O)[C@@H](O)[C@H](O)[C@H](O)CO (+)-glucose carbon